4-Fluoro-6-phenylindazolo[3,2-a]isoquinoline FC=1C=2C=C(N3C(C2C=CC1)=C1C=CC=CC1=N3)C3=CC=CC=C3